tert-butyl 2-((1-(4-(difluoromethyl) phenyl)-4-methyl-1H-1,2,3-triazol-5-yl) methoxy)-7,8-dihydro-1,6-naphthyridine-6(5H)-carboxylate FC(C1=CC=C(C=C1)N1N=NC(=C1COC1=NC=2CCN(CC2C=C1)C(=O)OC(C)(C)C)C)F